Cl.C1CCN2C1CNC1(C(C=CCCCCCCC2)C1)C(=O)N 1,2,3,6,7,8,9,10,11,13a,14,15,16,16a-tetradecahydrocyclopropa[e]pyrrolo[1,2-a][1,4]diazacyclopentadecine-14a(5H)-carboxamide hydrochloride